N[Si](OC)(OC)CC1=CC=CC=C1 aminophenylmethyldimethoxysilane